ClC=1C=CC2=C(N=C(O2)C2CC3(CC(C3)C=3C(=NC=CC3C(=O)N)SC3CC3)C2)C1 [6-(5-chloro-1,3-benzoxazol-2-yl)spiro[3.3]heptan-2-yl]-2-cyclopropylsulfanyl-pyridine-4-carboxamide